N-acetyl-5-amino-3,5-dideoxy-D-glycero-D-galacto-non-2-ulosonic acid C(C)(=O)N[C@H]([C@H](CC(C(=O)O)=O)O)[C@@H](O)[C@H](O)[C@H](O)CO